N-[4-(4-methylpiperazin-1-yl)phenyl]pyrimidin-2-amine CN1CCN(CC1)C1=CC=C(C=C1)NC1=NC=CC=N1